3-(2-methoxy-2-oxoethyl)-1,3-dimethyl-3H-indol-1-ium 2,2,2-trifluoro-acetate FC(C(=O)[O-])(F)F.COC(CC1(C=[N+](C2=CC=CC=C12)C)C)=O